(S)-1-(5-chloro-4-((3-(2,3-dihydrobenzo[b][1,4]dioxin-6-yl)-2-methylbenzyl)oxy)-2-(2-(1,1-dioxidothiomorpholino)ethoxy)benzyl)piperidine-2-carboxylic acid ClC=1C(=CC(=C(CN2[C@@H](CCCC2)C(=O)O)C1)OCCN1CCS(CC1)(=O)=O)OCC1=C(C(=CC=C1)C1=CC2=C(OCCO2)C=C1)C